(methylsulfonamido)thiazol CS(=O)(=O)NC=1SC=CN1